[Fe].[Pb].[Cu].[Zn] zinc-copper-lead-iron